2-(p-tolyl)-1-p-toluenesulfonylpropane-2-ol C1(=CC=C(C=C1)C(CS(=O)(=O)C1=CC=C(C)C=C1)(C)O)C